potassium fluoride salt hydrate O.[F-].[K+]